2-[[4-[tert-butyl(diphenyl)silyl]oxy-5-hydroxy-pentyl]-[5-methyl-6-[(Z)-[3-(2-trimethylsilylethoxymethyl)-1,3-benzothiazol-2-ylidene]amino]pyridazin-3-yl]amino]thiazole-4-carboxylate [Si](C1=CC=CC=C1)(C1=CC=CC=C1)(C(C)(C)C)OC(CCCN(C=1SC=C(N1)C(=O)[O-])C=1N=NC(=C(C1)C)\N=C\1/SC2=C(N1COCC[Si](C)(C)C)C=CC=C2)CO